FC=1C=C(C=CC1NC1=NN2C=NC(=C(C2=N1)OC(C)C)C=1C=NNC1)S(=O)(=O)N1C2CCN(C2C1)C(=O)OC(C)(C)C tert-butyl 6-(3-fluoro-4-{[8-isopropoxy-7-(1H-pyrazol-4-yl)-[1,2,4]triazolo[1,5-c]pyrimidin-2-yl]amino}benzenesulfonyl)-2,6-diazabicyclo[3.2.0]heptane-2-carboxylate